2-methoxy-6-[1-(2,2,3,3,3-pentafluoropropyl)-1H-pyrazol-4-yl]-7-(trifluoromethyl)-5H-[1,3,4]thiadiazolo[3,2-a]pyrimidin-5-one COC1=NN2C(=NC(=C(C2=O)C=2C=NN(C2)CC(C(F)(F)F)(F)F)C(F)(F)F)S1